((1r,3r)-3-((5-(3-(2,2-difluoroethyl)-2-methyl-3H-imidazo[4,5-b]pyridin-5-yl)-7H-pyrrolo[2,3-d]pyrimidin-2-yl)amino)-1-methylcyclobutyl)(pyrrolidin-1-yl)methanone FC(CN1C(=NC=2C1=NC(=CC2)C2=CNC=1N=C(N=CC12)NC1CC(C1)(C)C(=O)N1CCCC1)C)F